NC=1C=CC(=C(C1)NC1=NC=CC(=N1)C=1C=NC=CC1)C N-(5-amino-2-methylphenyl)-4-(pyridine-3-yl)pyrimidine-2-amine